nonenyl-Succinic Anhydride C(=CCCCCCCC)C1C(=O)OC(C1)=O